(2S,3R,4R)-ethyl 1-acetyl-4-amino-2,3-dimethyl-1,2,3,4-tetrahydroquinoline-6-carboxylate C(C)(=O)N1[C@H]([C@@H]([C@H](C2=CC(=CC=C12)C(=O)OCC)N)C)C